CC1(OC[C@H](O1)CO)C |r| (rac)-2,2-Dimethyl-1,3-dioxolane-4-methanol